NC1=CC=CC(=N1)S(=O)(=O)NC(=O)C=1C(=NC(=CC1)C=1C=NC(=C(C1)C)N(C)CC)N1C(C[C@@H](C1)C)(C)C N-[(6-amino-2-pyridyl)sulfonyl]-6-[6-[ethyl(methyl)amino]-5-methyl-3-pyridyl]-2-[(4S)-2,2,4-trimethylpyrrolidin-1-yl]pyridine-3-carboxamide